C(C1=CC=CC=C1)OC1=C(C=CC=C1)C1=CC(=NN1C)C(=O)OCC Ethyl 5-(2-(benzyloxy) phenyl)-1-methyl-1H-pyrazole-3-carboxylate